3-hydroxy-2-iodo-4-methoxybenzaldehyde OC=1C(=C(C=O)C=CC1OC)I